2,2-bis[4-{4-amino-2-(trifluoromethyl)phenoxy}phenyl]hexafluoropropane NC1=CC(=C(OC2=CC=C(C=C2)C(C(F)(F)F)(C(F)(F)F)C2=CC=C(C=C2)OC2=C(C=C(C=C2)N)C(F)(F)F)C=C1)C(F)(F)F